CC=1C=C(C=NC1C)C1=C(C=CC=C1)O 2-(5,6-dimethylpyridin-3-yl)phenol